N1N=CC(=C1)C1=CC(=C2C=NNC2=C1)NCCCNC(CCNCC1=CC(=C(C=C1)C1=CC=CC=C1)Cl)=O N-(3-((6-(1H-pyrazol-4-yl)-1H-indazol-4-yl)amino)propyl)-3-(((2-chloro-[1,1'-biphenyl]-4-yl)methyl)amino)propanamide